C(C)C1=C(C=CC=C1)[C@H](C(C)(C)O)S[C@@H]1O[C@@H]([C@@H]([C@@H]([C@H]1O)N1N=NC(=C1)C1=CC(=C(C(=C1)F)F)F)O)CO (2S,3R,4S,5R,6R)-2-(((R)-1-(2-Ethylphenyl)-2-hydroxy-2-methylpropyl)thio)-6-(hydroxymethyl)-4-(4-(3,4,5-trifluorophenyl)-1H-1,2,3-triazol-1-yl)tetrahydro-2H-pyran-3,5-diol